C(C)(=O)N(CCCP(O)(O)=O)O (3-(acetylhydroxyamino)propyl)-phosphonic acid